2-((3,5-Bis((E)-3,4-dimethoxybenzylidene)-4-oxocyclohexyl)carbamoyl)-6-hydroxypyridin-1-ium trifluoroacetate FC(C(=O)[O-])(F)F.COC=1C=C(\C=C\2/CC(C\C(\C2=O)=C/C2=CC(=C(C=C2)OC)OC)NC(=O)C2=[NH+]C(=CC=C2)O)C=CC1OC